FC(C=1C=C(C(=O)N[C@@H](C)C=2C(=NC=CN2)C=2SC(=CN2)C(=O)N(C)CC)C=C(C1)C(F)(F)F)(F)F (3-{(1S)-1-[3,5-bis(trifluoromethyl)benzoylamino]Ethyl}pyrazin-2-yl)-N-ethyl-N-methyl-1,3-thiazole-5-carboxamide